ClC=1C=CC(=C(C1)C=1C=C(C=2OCCNC2N1)C=1C=NC=C(C1)OCC1OCCC1)F 3-[6-(5-chloro-2-fluorophenyl)-2H,3H,4H-pyrido[3,2-b][1,4]oxazin-8-yl]-5-[(oxolan-2-yl)methoxy]pyridine